C(C)(C)(C)OC(=O)N(CC[C@H](OC1=CC(=C(C(=O)OC)C=C1)C)C=1SC=CC1)C Methyl (S)-4-(3-((tert-butoxycarbonyl)(methyl)amino)-1-(thiophen-2-yl)propoxy)-2-methylbenzoate